isopropyl (CIS)-3-(4-methyl-1H-pyrazol-3-yl)-2-((piperidin-4-yloxy)methyl)piperidine-1-carboxylate CC=1C(=NNC1)[C@@H]1[C@@H](N(CCC1)C(=O)OC(C)C)COC1CCNCC1